6-((1r,4r)-4-(3-(5-(Difluoromethoxy)pyridin-3-yl)-1-isopropyl-1H-pyrazol-5-yl)cyclohexyl)-2-thia-6-azaspiro[3.4]octane 2,2-dioxide FC(OC=1C=C(C=NC1)C1=NN(C(=C1)C1CCC(CC1)N1CC2(CS(C2)(=O)=O)CC1)C(C)C)F